isopropoxyazetidine-1-carboxylate C(C)(C)OC1N(CC1)C(=O)[O-]